N1=CC=C(C=C1)C(=O)O Pyridine-4-carboxylic acid